COC=1C(=C2C(=CNC2=CC1)C)NS(=O)(=O)C=1C=NC(=CC1)N1N=CC(=C1)C(F)(F)F N-(5-METHOXY-3-METHYL-1H-INDOL-4-YL)-6-(4-(TRIFLUOROMETHYL)-1H-PYRAZOL-1-YL)PYRIDINE-3-SULFONAMIDE